7-isopropyl-5-(4-phenoxyphenyl)-6-((1-(1-(vinylsulfonyl)azetidin-3-yl)piperidin-4-yl)ethynyl)-7H-pyrrolo[2,3-d]pyrimidin-4-amine C(C)(C)N1C(=C(C2=C1N=CN=C2N)C2=CC=C(C=C2)OC2=CC=CC=C2)C#CC2CCN(CC2)C2CN(C2)S(=O)(=O)C=C